N-(3-methyl-1-(2-(1-methylpiperidin-4-yl)ethyl)-1H-indazol-6-yl)-4-(N-methyl-2-(4-methylpiperazin-1-yl)acetamido)benzamide CC1=NN(C2=CC(=CC=C12)NC(C1=CC=C(C=C1)N(C(CN1CCN(CC1)C)=O)C)=O)CCC1CCN(CC1)C